4-bromo-2-methyl-6-nitro-1,3-benzothiazole BrC1=CC(=CC2=C1N=C(S2)C)[N+](=O)[O-]